C(CCCCCCCCCCCCCCCCC)N(C(CNC(CNC(CNC(CN1CCN(CCN(CCN(CC1)CC(=O)[O-])CC(=O)[O-])CC(=O)[O-])=O)=O)=O)=O)CCCCCCCCCCCCCCCCCC.[Gd+3] gadolinium (III) 2,2',2''-(10-(12-octadecyl-2,5,8,11-tetraoxo-3,6,9,12-tetraazatriacontyl)-1,4,7,10-tetraazacyclododecane-1,4,7-triyl)triacetate